NC1=NC=NC=2N(C3=CC=C(C=C3C21)C(NCC2CC2)=O)CC(=O)OC(C)(C)C tert-butyl 2-(4-amino-6-((cyclopropylmethyl)carbamoyl)-9H-pyrimido[4,5-b]indol-9-yl)acetate